ClC1=CC=NC2=CC(=CC=C12)C(=O)N1CCC(CC1)(F)F (4-chloroquinolin-7-yl)(4,4-difluoropiperidin-1-yl)methanone